1-(5,5-Dimethyl-1,3,2-dioxaborinan-2-yl)-4-(trifluorovinyl)benzene CC1(COB(OC1)C1=CC=C(C=C1)C(=C(F)F)F)C